BrC1=C(C=C(C=C1)C=1C=C(N=NC1)C1CC1)OCOC 5-[4-bromo-3-(methoxymethoxy)phenyl]-3-cyclopropylpyridazine